NC=1SC=C(N1)C(C(=O)NCB(O)O)=NOC(C)(C)C(=O)O.OC(C)(C)C(C)(C)O pinacol [[2-amino-alpha-(1-carboxy-1-methylethoxyimino)-4-thiazoleacetyl]amino]methaneboronate